dodecylphosphinic acid C(CCCCCCCCCCC)P(O)=O